methylethyladenosine C[C@@]1([C@@](O[C@@H]([C@H]1O)CO)(N1C=NC=2C(N)=NC=NC12)CC)O